benzyl 4-[8-[4-[2-(dimethylamino)ethoxy]phenyl]-2-(methylamino)-7-oxo-pyrido[2,3-d]pyrimidin-6-yl]-8-methyl-2,3-dihydroquinoxaline-1-carboxylate CN(CCOC1=CC=C(C=C1)N1C(C(=CC2=C1N=C(N=C2)NC)N2CCN(C1=C(C=CC=C21)C)C(=O)OCC2=CC=CC=C2)=O)C